C(=O)C1=CC=C(C=C1C1=CC=CC=C1)NC(C)=O N-(6-formyl-(1,1-biphenyl)-3-yl)acetamide